6-amino-5-iodo-1-benzothiophene-2-carboxylic acid ethyl ester C(C)OC(=O)C=1SC2=C(C1)C=C(C(=C2)N)I